2-(4-((4-(3-Fluoro-4-(trifluorometh-yl)phenyl)-5-oxo-4,5-dihydro-1H-1,2,4-triazol-1-yl)methyl)-2-methyl-phenoxy)-2-methylpropionic acid FC=1C=C(C=CC1C(F)(F)F)N1C=NN(C1=O)CC1=CC(=C(OC(C(=O)O)(C)C)C=C1)C